Butyl-1-isobutyl-4-hydroxy-5-ethyl-pyrazol C(CCC)C1=NN(C(=C1O)CC)CC(C)C